Cl.NN(N)C(CC(O)CC1=C(C(=C(C=C1)O)O)O)=O 2-amino-3-hydroxy-N'-(2,3,4-trihydroxybenzyl)propionyl-hydrazine hydrochloride